N,N,N',N'-Tetramethyl-O-(7-azabenzotriazol-1-yl)uronium hexafluorophosphat F[P-](F)(F)(F)(F)F.C[N+](=C(ON1N=NC2=C1N=CC=C2)N(C)C)C